methyl 2-methoxy-4-[(2-oxo-1,2-dihydropyridin-1-yl)methyl]benzoate COC1=C(C(=O)OC)C=CC(=C1)CN1C(C=CC=C1)=O